6-(5,6-difluoro-8-(methylamino)-4-thiomorpholino-9H-pyrido[2,3-b]indol-3-yl)-1-methyl-4-oxo-1,4-dihydro-1,8-naphthyridine-3-carboxylic acid FC1=C2C3=C(NC2=C(C=C1F)NC)N=CC(=C3N3CCSCC3)C=3C=C1C(C(=CN(C1=NC3)C)C(=O)O)=O